(2S,2'S)-3,3'-(((((2-((S)-2-carboxy-2-((R)-pyrrolidin-3-yl)ethyl)benzofuran-5-yl)methyl)azanediyl)bis(methylene))bis(3,1-phenylene))bis(2-((R)-pyrrolidin-3-yl)propanoic acid) C(=O)(O)[C@@H](CC=1OC2=C(C1)C=C(C=C2)CN(CC=2C=C(C=CC2)C[C@H](C(=O)O)[C@@H]2CNCC2)CC=2C=C(C=CC2)C[C@H](C(=O)O)[C@@H]2CNCC2)[C@@H]2CNCC2